(R)-1-(3-(3-ethyl-4-n-propyl-piperazine-1-carbonyl)-4-fluorobenzyl)quinazoline-2,4(1H,3H)-dione C(C)[C@@H]1CN(CCN1CCC)C(=O)C=1C=C(CN2C(NC(C3=CC=CC=C23)=O)=O)C=CC1F